Cl.C1(CC1)C1=NC=C2N1CCNC2 3-cyclopropyl-5,6,7,8-tetrahydroimidazo[1,5-a]pyrazine hydrochloride